[2-(3-fluoro-4-methylsulfonyl-anilino)-4-[[(1S)-2-hydroxy-1-phenyl-ethyl]amino]pyrimidin-5-yl]-pyrrolidin-1-yl-methanone FC=1C=C(NC2=NC=C(C(=N2)N[C@H](CO)C2=CC=CC=C2)C(=O)N2CCCC2)C=CC1S(=O)(=O)C